1-(((1S,3R)-3-trifluoromethyl-cyclobutyl)methyl)-1H-1,2,4-triazole-3-carboxamide FC(C1CC(C1)CN1N=C(N=C1)C(=O)N)(F)F